cobalt sulfur oxygen [O].[S].[Co]